2-(3-hydroxyazetidin-1-yl)-N-(5-(trifluoromethyl)-6-(2-(trifluoromethyl)phenyl)pyridin-2-yl)pyridine-4-sulfonamide OC1CN(C1)C1=NC=CC(=C1)S(=O)(=O)NC1=NC(=C(C=C1)C(F)(F)F)C1=C(C=CC=C1)C(F)(F)F